BrC1=C(NC(C)=O)C=CC=C1 2'-bromoacetanilide